diethylhexylbutyryl-triazinone tert-butyl-(pyrrolidin-3-yl)carbamate C(C)(C)(C)N(C(O)=O)C1CNCC1.C(C)C(CCC(=O)C=1C(NN=NC1CCCCCC)=O)CC